O=C1OCC(O1)OCCC#N 3-((2-Oxo-1,3-dioxolan-4-yl)oxy)propannitril